COC([C@@H](N)C)=O (S)-alanine methyl ester